C(O[C@H]1OC([C@@H]2OC(O[C@H]21)CC)(C#N)C2=CC=C1C(=NC=NN12)N)(OC(C)C)=O ((3ar,4r,6ar)-6-(4-aminopyrrolo[2,1-f][1,2,4]triazin-7-yl)-6-cyano-2-ethyltetrahydrofurano[3,4-d][1,3]dioxol-4-yl) methylethyl carbonate